(S)-6-(3-(1-isopropyl-3-(trifluoromethyl)-1H-pyrazol-5-yl)-2-methylpropyl)-2-thia-6-azaspiro[3.4]octane 2,2-dioxide C(C)(C)N1N=C(C=C1C[C@@H](CN1CC2(CS(C2)(=O)=O)CC1)C)C(F)(F)F